9,10-bis(9,9-dimethylfluorenyl)anthracene CC1(C2=CC=CC=C2C=2C=CC=C(C12)C=1C2=CC=CC=C2C(=C2C=CC=CC12)C1=CC=CC=2C3=CC=CC=C3C(C12)(C)C)C